ClC1=C(C=C2C(=NC=3N(C2=C1)C=NN3)N(C)C3=CC(=CC=C3)C3=C(C=C(C=C3)C(F)(F)F)F)F 8-chloro-7-fluoro-N-[3-[2-fluoro-4-(trifluoromethyl)phenyl]phenyl]-N-methyl-[1,2,4]triazolo[4,3-a]quinazolin-5-amine